C(C)OC(=O)C=1C=NN2C1N=CC(=C2N(C(=O)OC(C)(C)C)C(=O)OC(C)(C)C)Br.ClC2=C1C=C(N(C1=CC=C2Cl)C)C(=O)N[C@@]2(CN(CCC2)S(N)(=O)=O)C2=CC=CC=C2 |r| (±)-4,5-dichloro-1-methyl-N-(3-phenyl-1-sulfamoyl-3-piperidyl)indole-2-carboxamide ethyl-7-(bis(tert-butoxycarbonyl)amino)-6-bromopyrazolo[1,5-a]pyrimidine-3-carboxylate